[3-(3-cyano-6-oxo-4-thiophen-2-yl-1,6-dihydro-pyridin-2-ylsulfanylmethyl)-phenyl]-acetic acid C(#N)C1=C(NC(C=C1C=1SC=CC1)=O)SCC=1C=C(C=CC1)CC(=O)O